CC1(N(C(CC(C1)=O)(C)C)SC1=CC=C(C=C1)[N+](=O)[O-])C 2,2,6,6-tetramethyl-1-((4-nitrophenyl)thio)piperidin-4-one